3-Cyclopropyl-N-[4-[2-[[4-(dimethylamino)cyclohexyl]amino]-8-isopropyl-7-oxo-pteridin-6-yl]-2,6-difluoro-phenyl]-2,2-difluoro-propane-1-sulfonamide C1(CC1)CC(CS(=O)(=O)NC1=C(C=C(C=C1F)C1=NC=2C=NC(=NC2N(C1=O)C(C)C)NC1CCC(CC1)N(C)C)F)(F)F